C(C)(C)(C)OC(=O)N1[C@@H](CC(C[C@@H]1C)OCCC[C@@H]1CC[C@H](CC1)N)C (2R,4r,6S)-tert-butyl-4-(3-((trans)-4-aminocyclohexyl) propoxy)-2,6-dimethylpiperidine-1-carboxylate